ClC=1C=C(C2=C(NC(N2CC2(CCNCC2)F)=O)C1)C1=C2C(=NC=C1)C=C(S2)CN2CC1C(C1C2)(C)C 3-((7-(6-Chloro-3-((4-fluoropiperidin-4-yl)methyl)-2-oxo-2,3-dihydro-1H-benzo[d]imidazol-4-yl)thieno[3,2-b]pyridin-2-yl)methyl)-6,6-dimethyl-3-azabicyclo[3.1.0]hexane